N-(4-chloro-2-(trifluoromethyl)phenyl)-4-(2,2-difluoropyrrolidine-1-carbonyl)-2,5-dimethyl-1H-pyrrole-3-sulfonamide ClC1=CC(=C(C=C1)NS(=O)(=O)C1=C(NC(=C1C(=O)N1C(CCC1)(F)F)C)C)C(F)(F)F